1-[5-(3-cyanopyridin-4-yl)-1H-pyrazole-3-carbonyl]-N-(4-methylcyclohexyl)piperidine-4-carboxamide C(#N)C=1C=NC=CC1C1=CC(=NN1)C(=O)N1CCC(CC1)C(=O)NC1CCC(CC1)C